C12C(C(C(CC1)C2)C(=O)[O-])C(=O)[O-].[Ca+2] calcium bicyclo[2.2.1]heptane-2,3-dicarboxylate